4-amino-N-((1R)-1-(2-pyrimidinyl)ethyl)-N-((6-(trifluoromethyl)-3-pyridazinyl)methyl)-2,3-dihydro-1H-cyclopenta[c]quinoline-8-carboxamide NC1=NC=2C=CC(=CC2C2=C1CCC2)C(=O)N(CC=2N=NC(=CC2)C(F)(F)F)[C@H](C)C2=NC=CC=N2